CC1=CC=C(C=C1)C2=NN=C(S2)N 5-(p-tolyl)-1,3,4-thiadiazol-2-amine